BrC1=C2C(CN(C2=CC(=C1)C(=O)NC1=CC=C(C=C1)OC(F)(F)Cl)S(=O)(=O)C)(C)C 4-bromo-N-(4-(chlorodifluoromethoxy)phenyl)-3,3-dimethyl-1-(methylsulfonyl)indoline-6-carboxamide